COC1=NC=C(C=O)C(=C1)C 6-methoxy-4-methylnicotinaldehyde